citric acid, trishydrochloride Cl.Cl.Cl.C(CC(O)(C(=O)O)CC(=O)O)(=O)O